Cl.C(C)(C)(C)C1=NC(=NO1)C(=O)NCC1=C(C=C(C=C1)C1=NC=NN2C1=CC(=C2)C=2C=NN(C2)CC)C 5-(tert-butyl)-N-(4-(6-(1-ethyl-1H-pyrazol-4-yl)pyrrolo[2,1-f][1,2,4]triazin-4-yl)-2-methylbenzyl)-1,2,4-oxadiazole-3-carboxamide hydrochloride